C(C1=CC=CC=C1)OC(=O)C1=CC2=C(S1)C=CC(=C2)C(F)(F)P(O)(O)=O ((2-((benzyloxy)carbonyl)benzo[b]thiophen-5-yl)difluoromethyl)phosphonic acid